N-[2-(diethylamino)ethyl]-3-[[2-[4-[4-ethoxy-6-[(4-methoxyphenyl)methoxy]-3-pyridyl]-2-fluoro-phenyl]acetyl]amino]-5-(trifluoromethyl)benzamide C(C)N(CCNC(C1=CC(=CC(=C1)C(F)(F)F)NC(CC1=C(C=C(C=C1)C=1C=NC(=CC1OCC)OCC1=CC=C(C=C1)OC)F)=O)=O)CC